C(#N)[C@H]1[C@@H](CNC12CC2)C=2C=NC=CC2 (6R,7S)-7-cyano-6-(pyridin-3-yL)-4-azaspiro[2.4]heptane